ClC1=CC=C(C=C1)NS(=O)(=O)C1=CC=C(C=C1)NC(C1=CC=C(C=C1)OC)=O N-(4-(N-(4-chlorophenyl)sulfamoyl)phenyl)-4-methoxybenzamide